ClC(N1NC(=CC(=N1)C(Cl)(Cl)Cl)CC1=CC=2OCOC2C=C1)(Cl)Cl 2,4-bis(trichloromethyl)-6-piperonyl-Triazine